1-nitro-2-(phenylethynyl)benzene [N+](=O)([O-])C1=C(C=CC=C1)C#CC1=CC=CC=C1